CC1=C(C(NC(=C1)C)=O)CNC(C1=C(C(=CC(=C1)N1CC2=CC=C(C=C2C1)N(C)C)N(C1CCOCC1)CC)C)=O N-((4,6-dimethyl-2-oxo-1,2-dihydropyridin-3-yl)methyl)-5-(5-(dimethylamino)isoindolin-2-yl)-3-(ethyl(tetrahydro-2H-pyran-4-yl)amino)-2-methylbenzamide